OC1(CCC(CC1)CCN1CN(C2=NCN(C2=C1)C)C)C(F)(F)F 1-(2-((1S,4S)-4-hydroxy-4-(trifluoromethyl)cyclohexyl)ethyl)-3,7-dimethyl-1H-purine